O.O.O.O.[Sn](Cl)Cl tin(II) chloride tetrahydrate